FC1([C@@H](C1)C(=O)N1C2C=C(CC1CC2)C2=NC(=NC=C2)NC=2C=NN(C2)C2(CC2)C(=O)N)F 1-(4-((4-(8-((S)-2,2-Difluorocyclopropane-1-carbonyl)-8-azabicyclo[3.2.1]oct-2-en-3-yl)pyrimidin-2-yl)amino)-1H-pyrazol-1-yl)cyclopropane-1-carboxamide